N-(5-(7'-Fluoro-3'-methyl-2'-oxo-3-(phenoxymethyl)-2',3'-dihydrospiro[cyclobutane-1,1'-pyrrolo[2,3-c]quinolin]-8'-yl)-2-(2-(isopropylamino)ethoxy)pyridin-3-yl)methanesulfonamide FC=1C(=CC=2C3=C(C=NC2C1)N(C(C31CC(C1)COC1=CC=CC=C1)=O)C)C=1C=C(C(=NC1)OCCNC(C)C)NS(=O)(=O)C